N'-hydroxy-2-(thiophen-2-yl)acetamidine ON=C(CC=1SC=CC1)N